(R)-N-((1-(6-((4-chloropyridin-2-yl)amino)-3-methylpyridine-2-carbonyl)-5,5-difluoropiperidin-2-yl)methyl)acetamide ClC1=CC(=NC=C1)NC1=CC=C(C(=N1)C(=O)N1[C@H](CCC(C1)(F)F)CNC(C)=O)C